2-[2-(4-hydroxymethyl-phenyl)-benzimidazol-1-yl]-4-methyl-pentanoic acid OCC1=CC=C(C=C1)C1=NC2=C(N1C(C(=O)O)CC(C)C)C=CC=C2